zinc ricinoleat C(CCCCCCC\C=C/C[C@H](O)CCCCCC)(=O)[O-].[Zn+2].C(CCCCCCC\C=C/C[C@H](O)CCCCCC)(=O)[O-]